CC1=CC2=C(C3=CC=CC=C3C=C2C=C1)OC(=O)OCCCCCCCCCCCC 2-methyl-9-(n-dodecyloxycarbonyloxy)anthracene